CC1([C@]2(C(CC1CC2)=O)CS(=O)(=O)N)C ((1R)-7,7-dimethyl-2-oxobicyclo[2.2.1]hept-1-yl)methanesulfonamide